octasulfur S1SSSSSSS1